COC1=CC=C(C=C1)C(=O)N1C(C2=C(CC1)SC=C2)C2=CC=C(C=C2)OC(F)(F)F 4-methoxyphenyl-[4-(4-trifluoromethoxyphenyl)-4,5,6,7-tetrahydrothieno[3,2-c]pyridin-5-yl]methanone